tert-butyl 2-(bis(3-(3-(4-(2-((S)-2-cyano-4,4-difluoropyrrolidin-1-yl)-2-oxoethylcarbamoyl)quinolin-7-yl)phenoxy)propyl)amino)-2-oxoethylcarbamate C(#N)[C@H]1N(CC(C1)(F)F)C(CNC(=O)C1=CC=NC2=CC(=CC=C12)C=1C=C(OCCCN(C(CNC(OC(C)(C)C)=O)=O)CCCOC2=CC(=CC=C2)C2=CC=C3C(=CC=NC3=C2)C(NCC(N2[C@@H](CC(C2)(F)F)C#N)=O)=O)C=CC1)=O